FC=1C=CC(=NC1)COC1=CC(N(C=C1)C=1C=CC=2C3=C(N(C2C1)C)C(C(NC3)([2H])[2H])([2H])[2H])=O 4-((5-fluoropyridin-2-yl)methoxy)-1-(5-methyl-2,3,4,5-tetrahydro-1H-pyrido[4,3-b]indol-7-yl-3,3,4,4-d4)pyridin-2(1H)-one